C(#N)C=1C=C(C=CC1F)NC(=O)N1CC=2C(=NN3C2C(CC[C@](C3)(CO)F)(F)F)C[C@H]1C |o1:22| (3R,8S*)-N-(3-Cyano-4-fluorophenyl)-8,11,11-trifluoro-8-(hydroxymethyl)-3-methyl-3,4,8,9,10,11-hexahydro-1H-pyrido[4',3':3,4]pyrazolo[1,5-a]azepine-2(7H)-carboxamide